CN1C2=NCCCN2CCC1 7-Methyl-1,5,7-Triazabicyclo[4.4.0]Deca-5-en